COC(C1=C(N=C(C=C1)Br)CBr)=O.ClC1=CC(=C(C=C1)C(C)=O)[N+](=O)[O-] 1-(4-chloro-2-nitrophenyl)ethan-1-one methyl-6-bromo-2-(bromomethyl)nicotinate